7-methoxy-imidazo[1,2-a]Pyridine-6-carboxylic acid methyl ester COC(=O)C=1C(=CC=2N(C1)C=CN2)OC